tert-butyl 8-(5-((3,4-dichlorophenyl)difluoromethyl)-1,3,4-oxadiazol-2-yl)-2-(pyrimidin-2-yl)-2,6-diazaspiro[3.4]octane-6-carboxylate ClC=1C=C(C=CC1Cl)C(C1=NN=C(O1)C1CN(CC12CN(C2)C2=NC=CC=N2)C(=O)OC(C)(C)C)(F)F